N(=[N+]=[N-])[C@@H]1[C@@H]([C@@H]2OC(OC[C@H]2OC1OCC1=CC=CC=C1)C1=CC=CC=C1)F (4aR,7S,8S,8aR)-7-azido-6-(benzyloxy)-8-fluoro-2-phenylhexahydropyrano[3,2-d][1,3]dioxine